(3-bromo-phenyl)(imino)(meth-yl)-λ6-sulfanone BrC=1C=C(C=CC1)S(=O)(C)=N